COC(NC1=CC=C2C3=CNC([C@H](CCCCCCNC2=C1)NC(\C=C\C1=C(C=CC(=C1)Cl)N1N=NN=C1)=O)=N3)=O {(S)-15-[(E)-3-(5-Chloro-2-tetrazol-1-yl-phenyl)-acryloylamino]-8,17,19-triaza-tricyclo[14.2.1.02,7]nonadeca-1(18),2,4,6,16(19)-pentaen-5-yl}-carbamic Acid methyl ester